lead-cadmium-copper-zinc-chromium-nickel [Ni].[Cr].[Zn].[Cu].[Cd].[Pb]